(4-(1-(difluoromethyl)-1H-benzo[d]imidazol-2-yl)piperidin-1-yl)(3-(3-fluorophenyl)-1-methyl-1H-pyrazolo[4,3-b]pyridin-6-yl)methanone FC(N1C(=NC2=C1C=CC=C2)C2CCN(CC2)C(=O)C=2C=C1C(=NC2)C(=NN1C)C1=CC(=CC=C1)F)F